C(C)(C)(C)OC(=O)N1[C@@H](CN(CC1)CCOC1=C(C=C(C=C1)NC1(CCC1)C#N)CC)C (R)-4-(2-(4-((1-cyanocyclobutyl)amino)-2-ethylphenoxy)ethyl)-2-methylpiperazine-1-carboxylic acid tert-butyl ester